FC1=C(C(=O)Cl)C=CC(=C1)C=1SC(=NN1)C 2-fluoro-4-(5-methyl-1,3,4-thiadiazol-2-yl)benzoylchloride